ClC1=NC=C(C(=N1)NC=1C(=NC2=CC=CC=C2C1)C(=O)N)F 3-((2-chloro-5-fluoropyrimidin-4-yl)amino)quinoline-2-carboxamide